[Na+].C(C)(=O)N[C@@H](CSSC[C@@H](C(=O)[O-])N)C(=O)[O-].[Na+] N-acetyl-L-cystine sodium salt